3-(2-chloro-6-methyl-4-pyridinyl)-2-(3-cyanophenyl)-N-[(1-hydroxycyclobutyl)methyl]pyrazolo[1,5-a]pyrimidine-5-carboxamide ClC1=NC(=CC(=C1)C=1C(=NN2C1N=C(C=C2)C(=O)NCC2(CCC2)O)C2=CC(=CC=C2)C#N)C